N-[[(3R)-1-[4-[(5-cyclopropyl-1H-pyrazol-3-yl)amino]pyrimidin-2-yl]-3-fluoro-3-piperidinyl]methyl]carbamic acid tert-butyl ester C(C)(C)(C)OC(NC[C@]1(CN(CCC1)C1=NC=CC(=N1)NC1=NNC(=C1)C1CC1)F)=O